CC1(CCC(CC1)N1C2=NC(=NC=C2N(C1=O)C)NC=1C=C2C=CC=NC2=CC1C)NC(OC(C)(C)C)=O tert-butyl (1-methyl-4-(7-methyl-2-((7-methylquinolin-6-yl)amino)-8-oxo-7,8-dihydro-9H-purin-9-yl)cyclohexyl)carbamate